FC1=C(C=C(C(=C1)N1N=CC(=C1)C1=NC(=NC(=C1)C)N1CCC(CC1)F)N1CCC2(CC2)CC1)NS(=O)(=O)CCO N-(2-Fluoro-4-(4-(2-(4-fluoropiperidin-1-yl)-6-methylpyrimidin-4-yl)-1H-pyrazol-1-yl)-5-(6-azaspiro[2.5]octan-6-yl)phenyl)-2-hydroxyethane-1-sulfonamide